4-benzyl-5-hydroxy-1-phenylhex-1-en-3-one C(C1=CC=CC=C1)C(C(C=CC1=CC=CC=C1)=O)C(C)O